CN1CCN(CC1)CC1=CC=C(C(=O)NC2=CC(=C(C=C2)OCC2=NC=CC=C2C#N)Cl)C=C1 4-((4-methylpiperazin-1-yl)methyl)-N-(3-chloro-4-((3-cyanopyridin-2-yl)methoxy)phenyl)-benzamide